CN[C@@H](C(C)C)C(=O)[O-] N-methylvalinate